6-[4-[(2R)-morpholine-2-carbonyl]piperazin-1-yl]pyridine-3-carbonitrile N1C[C@@H](OCC1)C(=O)N1CCN(CC1)C1=CC=C(C=N1)C#N